FC=1C=C(C=C(C1OC1=CC=NC2=CC(=C(N=C12)O[C@H](COC)C)OC)F)NC(C1=CN=CC=C1OC)=O (S)-N-(3,5-difluoro-4-((7-methoxy-6-((1-methoxypropan-2-yl)oxy)-1,5-naphthyridin-4-yl)oxy)phenyl)-4-methoxynicotinamide